butylpropylhypophosphite C(CCC)P(=O)([O-])CCC